FC1(CCC(CC1)S1CC(CN2C(N=C(C3=CC(=CC1=C23)C(F)(F)F)N2C[C@@H](N[C@@H](C2)C)C)=O)C2=NC=CC=C2)F 1-(4,4-difluorocyclohexyl)-8-((3S,5R)-3,5-dimethylpiperazin-1-yl)-3-(pyridin-2-yl)-10-(trifluoromethyl)-3,4-dihydro-2H,6H-[1,4]thiazepino[2,3,4-ij]quinazolin-6-one